6-methyl-4-phenylpyrimidine CC1=CC(=NC=N1)C1=CC=CC=C1